(3E)-17-iodo-3-heptadecene-1-ol ICCCCCCCCCCCCC/C=C/CCO